F[C@H]1[C@@H]([C@H]2CN[C@@]1(CC2)C)OC2=NN=C(S2)C2=C(C=C(C=C2)C2=NC(N(C=N2)C)=O)O 4-(4-(5-(((1R,4R,5R,6R)-6-fluoro-1-methyl-2-azabicyclo[2.2.2]octan-5-yl)oxy)-1,3,4-thiadiazol-2-yl)-3-hydroxyphenyl)-1-methyl-1,3,5-triazin-2(1H)-one